7-(chloromethyl)-3-ethyl-4-fluoro-1H-quinolin-2-one ClCC1=CC=C2C(=C(C(NC2=C1)=O)CC)F